OC1=C(SC=C1)C(=O)[O-] 3-hydroxythiophene-2-carboxylate